1-methyl-4-pentenylmethyldimethoxysilane CC(CCC=C)[Si](OC)(OC)C